2-deutero-5-[(4R)-4-methyl-8-oxo-octahydro-2H-pyrido[1,2-a]pyrazin-2-yl]quinoline-8-carbonitrile [2H]C1=NC2=C(C=CC(=C2C=C1)N1CC2N([C@@H](C1)C)CCC(C2)=O)C#N